(3R,8R,9S,10S,13R,14S,17R)-3-hydroxy-10,13-dimethylhexadecane O[C@H](CC)CCCCCC[C@@H](CC[C@@H](CCC)C)C